FC1(CC(C1)C1=NC(=NO1)C=1C=CC(=C(N)C1)C)F 5-[5-(3,3-difluorocyclobutyl)-1,2,4-oxadiazol-3-yl]-2-methyl-aniline